4-[[3-(2,4-dimethyl-1,3-thiazol-5-yl)-6-oxopyridazin-1-yl]methyl]piperidine-1-carboxylic acid tert-butyl ester C(C)(C)(C)OC(=O)N1CCC(CC1)CN1N=C(C=CC1=O)C1=C(N=C(S1)C)C